COC1=CC=C(C=C1)N1N=C(C=C1NC(=O)C=1C=NN2C1N=CC=C2)C N-(1-(4-methoxyphenyl)-3-methyl-1H-pyrazol-5-yl)pyrazolo[1,5-a]pyrimidine-3-carboxamide